1-((1-fluorocyclopropyl)methyl)-1H-pyrazolo[3,4-b]pyridin-6-amine FC1(CC1)CN1N=CC=2C1=NC(=CC2)N